N-(3-((5-(difluoromethyl)-2-((3-methyl-1-(1-methylpiperidin-4-yl)-1H-pyrazol-4-yl)amino)pyrimidin-4-yl)amino)propyl)-1-methylazetidine-3-carboxamide FC(C=1C(=NC(=NC1)NC=1C(=NN(C1)C1CCN(CC1)C)C)NCCCNC(=O)C1CN(C1)C)F